FC1=C(C2=C(C=CC=C2C=C1)B1OC(C(O1)(C)C)(C)C)C#C (2-fluoro-8-(4,4,5,5-tetramethyl-1,3,2-dioxaborolan-2-yl)naphthalen-1-yl)acetylene